IC=1C=2N(C(=NC1)N1CCC3([C@@H]([C@@H](OC3)C)NC(OC(C)(C)C)=O)CC1)C=NN2 tert-butyl ((3S,4S)-8-(8-iodo-[1,2,4]triazolo[4,3-c]pyrimidin-5-yl)-3-methyl-2-oxa-8-azaspiro[4.5]decan-4-yl)carbamate